N-CYCLOPROPYL-2-{[2-(PHENYLSULFAMOYL)-PHENYL]AMINO}ACETAMIDE C1(CC1)NC(CNC1=C(C=CC=C1)S(NC1=CC=CC=C1)(=O)=O)=O